pyridine-2-carboxylic acid N1=C(C=CC=C1)C(=O)O